Oleylamine Oxygen [O].C(CCCCCCC\C=C/CCCCCCCC)N